1-(5-fluoropyridin-3-yl)-2,5-dioxo-1,2,5,6,7,8-hexahydroquinoline-3-carboxamide FC=1C=C(C=NC1)N1C(C(=CC=2C(CCCC12)=O)C(=O)N)=O